OC1=C(C=CC(=C1)C=C1OC2=C(C1=O)C(=CC(=C2)O)O)[O-] 2-hydroxy-4-[(4,6-dihydroxy-3-oxo-1-benzofuran-2-ylidene)methyl]phenolate